N=1OC(=C2C1C=CC=C2)C(=O)O benzo[c]isoxazole-3-carboxylic acid